CC1=C(C(=NC=C1C#N)C)C 4,5,6-Trimethylnicotinonitrile